3-(4-methoxyphenyl)-4-phenyl-1H-pyrazol-5-amine COC1=CC=C(C=C1)C1=NNC(=C1C1=CC=CC=C1)N